3-(5-((4-(5-fluoroindolin-1-yl)piperidin-1-yl)methyl)-1-oxoisoindolin-2-yl)piperidine-2,6-dione FC=1C=C2CCN(C2=CC1)C1CCN(CC1)CC=1C=C2CN(C(C2=CC1)=O)C1C(NC(CC1)=O)=O